2-(3-methoxy-3-oxopropyl)-1-methyl-1H-benzo[d]imidazole-5-carboxylic acid COC(CCC1=NC2=C(N1C)C=CC(=C2)C(=O)O)=O